Caproic acid-cis-3-hexenyl ester C(C\C=C/CC)OC(CCCCC)=O